(6-cyano-4-(2-((6,6-dimethyl-2,4-dioxo-3-azabicyclo[3.1.0]hexan-3-yl)methyl)thieno[3,2-b]pyridin-7-yl)-2-methylpyridin-3-yl)azetidine-3-carboxamide 2,2,2-trifluoroacetate FC(C(=O)O)(F)F.C(#N)C1=CC(=C(C(=N1)C)N1CC(C1)C(=O)N)C1=C2C(=NC=C1)C=C(S2)CN2C(C1C(C1C2=O)(C)C)=O